C(CCCCCCCCCCCCCCCCC)OC(CCSCCC(=O)OCCCCCCCCCCCCCCCCCC)=O.S(CCC(=O)OCCCCCCCCCCCCCC)CCC(=O)OCCCCCCCCCCCCCC dimyristyl 3,3'-thiodipropionate distearyl-3,3'-thiodipropionate